3''-chloro-4''-((3-fluoro-5-cyclopropylpyridin-2-yl)methoxy)-3-(2-hydroxypropane-2-yl)-5',6''-Dimethyl-2H,2''H-[1,2':4',1''-terpyridine]-2,2''-dione ClC=1C(N(C(=CC1OCC1=NC=C(C=C1F)C1CC1)C)C1=CC(=NC=C1C)N1C(C(=CC=C1)C(C)(C)O)=O)=O